2,6-diaminobenzene NC1=CC(=CC=C1)N